BrC1=CC=C(C=C1)C1CCNCC1 4-(4-bromophenyl)piperidine